C1(CCCC1)CNC=1C2=C(N=C(N1)NC1=CC=C(C=3CCOC31)C(=O)N3CCC(CC3)N3CCOCC3)NC=C2C#N 4-((cyclopentylmeth-yl)amino)-2-((4-(4-morpholinopiperidine-1-carbonyl)-2,3-dihydro-benzofuran-7-yl)amino)-7H-pyrrolo[2,3-d]pyrimidine-5-carbonitrile